C1(CC(C(CC1)C(C)C)C1C2=CC=CC=C2C=2C=CC=PC2C1)C 9-menthyl-9,10-dihydrophosphaphenanthrene